2-(5-(methoxy-d3)-1H-indol-3-yl)-N,N-bis(methyl-d3)ethan-1-amine-1,2,2-d3 C(OC=1C=C2C(=CNC2=CC1)C(C(N(C([2H])([2H])[2H])C([2H])([2H])[2H])[2H])([2H])[2H])([2H])([2H])[2H]